BrC=1N=NC(=CC1C)Br 3,6-dibromo-4-methyl-pyridazine